O1C(CCC1)C(C)N 1-(tetrahydrofuran-2-yl)ethan-1-amine